tert-butyl ((1r,3r)-3-(4-(2-(4-((4-chloropyrimidin-2-yl)methoxy) phenyl)propan-2-yl)phenoxy)cyclobutyl)carbamate ClC1=NC(=NC=C1)COC1=CC=C(C=C1)C(C)(C)C1=CC=C(OC2CC(C2)NC(OC(C)(C)C)=O)C=C1